(1S,2R)-2-phenylcyclohexyl propionate C(CC)(=O)O[C@@H]1[C@H](CCCC1)C1=CC=CC=C1